(2R)-2-benzyl-6-methylazepane C(C1=CC=CC=C1)[C@@H]1NCC(CCC1)C